BrC=1C=2N(C=CC1)C(=NC2)[C@H](C)N (S)-1-(8-bromoimidazo[1,5-a]pyridin-3-yl)ethan-1-amine